hexylethyl-bis-(2-ethoxyethoxy)silane methyl-2-methyl-2-[4-(4,4,5,5-tetramethyl-1,3,2-dioxaborolan-2-yl)pyrazol-1-yl]propanoate COC(C(C)(N1N=CC(=C1)B1OC(C(O1)(C)C)(C)C)C)=O.C(CCCCC)[Si](OCCOCC)(OCCOCC)CC